potassium dodecylsarcosinate C(CCCCCCCCCCC)N(C)CC(=O)[O-].[K+]